ClC=1C=CC=2N(N1)C=C(N2)C=2O[C@@H]([C@H](N2)C2=CC=CC=C2)C2=CC=CC=C2 (4R,5R)-2-(6-chloroimidazo[1,2-b]pyridazin-2-yl)-4,5-diphenyl-4,5-dihydro-oxazole